(3R,4R,5S)-4-acetamido-5-amino-3-(1-ethylpropoxy)-1-cyclohexene-1-carboxylic acid ethyl ester C(C)OC(=O)C1=C[C@H]([C@@H]([C@H](C1)N)NC(C)=O)OC(CC)CC